allylleucine C(C=C)N[C@@H](CC(C)C)C(=O)O